3,3-Difluoroazetidine hydrochloride Cl.FC1(CNC1)F